N,N-diethyl-methyl-ammonium hexafluorophosphate F[P-](F)(F)(F)(F)F.C(C)[NH+](CC)C